1-((1-(1-(2,6-dioxopiperidin-3-yl)-3-methyl-2-oxo-2,3-dihydro-1H-benzo[d]imidazol-4-yl)piperidin-4-yl)methyl)piperidine-4-carboxylic acid O=C1NC(CCC1N1C(N(C2=C1C=CC=C2N2CCC(CC2)CN2CCC(CC2)C(=O)O)C)=O)=O